(2-Ethylbenzofuran-3-yl-4,5,6,7-d4)(4-methoxyphenyl)methanone methyl-tetra-hydrofolate COC(CC[C@@H](C(=O)O)NC(=O)C1CCC(NCC2=CN=C3N=C(N)NC(=O)C3=N2)C=C1)=O.C(C)C=1OC2=C(C1C(=O)C1=CC=C(C=C1)OC)C(=C(C(=C2[2H])[2H])[2H])[2H]